C(C)(C)(C)C1=CC=C(C=C1)C1=CC(=CC=C1)C1=NN=C2N1C1=CC(=C(C=C1C(=N2)NC)F)C(S(=O)(=O)C2=CC=C(C)C=C2)SC (4'-(tert-butyl)-[1,1'-biphenyl]-3-yl)-7-fluoro-N-methyl-8-((methylthio)(tosyl)methyl)-[1,2,4]triazolo[4,3-a]quinazolin-5-amine